N-(1'-(2-(1,1-difluoro-2-methoxyethyl)-6-methylpyrimidin-4-yl)-1',2'-dihydrospiro[cyclopropane-1,3'-pyrrolo[3,2-c]pyridin]-6'-yl)acetamide FC(COC)(F)C1=NC(=CC(=N1)N1CC2(C=3C=NC(=CC31)NC(C)=O)CC2)C